n-propyl-n-methylpyrrolidinium bis(fluorosulfonyl)imide CCC[N+]1(CCCC1)C.[N-](S(=O)(=O)F)S(=O)(=O)F